C(C)(=O)N[C@H]1C(O)O[C@@H]([C@H]([C@@H]1O)O)C 2-acetamido-2,6-dideoxy-D-glucopyranose